NC=1C=C(C(=NC1)N1N=C(N=C1)C1N(CCC(C1)(F)F)C(=O)OC(C)(C)C)F tert-Butyl 2-(1-(5-amino-3-fluoropyridin-2-yl)-1H-1,2,4-triazol-3-yl)-4,4-difluoropiperidine-1-carboxylate